4-(3,4-dihydroquinolin-1(2H)-yl)-2-hydrazino-7-nitroquinazoline N1(CCCC2=CC=CC=C12)C1=NC(=NC2=CC(=CC=C12)[N+](=O)[O-])NN